S1C=NC2=C1C(=CC=C2)S(=O)(=O)CCC(=O)N2CC1CCC(C2)N1C1=NC=C(C=C1)C(F)(F)F 3-(1,3-benzothiazole-7-sulfonyl)-1-{8-[5-(trifluoromethyl)pyridin-2-yl]-3,8-diazabicyclo[3.2.1]octan-3-yl}propan-1-one